{5-bromo-1H,2H-[1,3]thiazolo[5,4-b]pyridin-7-yl}methanol BrC1=CC(=C2C(=N1)SCN2)CO